3'-[(6S)-2,3,6,9-tetramethyl-6H-thieno[3,2-f][1,2,4]triazolo[4,3-a][1,4]diazepin-4-yl][1,1'-biphenyl]-3-carboxylic acid tert-butyl ester C(C)(C)(C)OC(=O)C=1C=C(C=CC1)C1=CC(=CC=C1)C1=N[C@H](C=2N(C3=C1C(=C(S3)C)C)C(=NN2)C)C